N-((S)-1-(((S)-1-amino-3-((R)-5,5-dimethyl-2-oxopyrrolidin-3-yl)-1-oxopropan-2-yl)amino)-4,4-dimethyl-1-oxopentan-2-yl)-7-chloro-4-methoxy-1H-indole-2-carboxamide NC([C@H](C[C@H]1C(NC(C1)(C)C)=O)NC([C@H](CC(C)(C)C)NC(=O)C=1NC2=C(C=CC(=C2C1)OC)Cl)=O)=O